CC1=NN=C2N1CCC(C2)CN 1-[3-methyl-5H,6H,7H,8H-[1,2,4]triazolo[4,3-a]pyridin-7-yl]methanamine